C(C)[C@H]1N(C[C@@H](N(C1)C(=O)OC(C)(C)C)C)C(C)C=1C=C2N=CC=NC2=CC1 tert-butyl (2S,5R)-5-ethyl-2-methyl-4-(1-(quinoxalin-6-yl)ethyl)piperazine-1-carboxylate